P(=O)(O)(O)CC(C)N(CC(=O)O)C(C)CP(=O)(O)O N,N-di(phosphomethylethyl)glycine